(S)-1-(4,6-bis(trifluoromethyl)-pyridin-2-yl)-N-(4-fluorophenyl)-N-methylpyrrolidine-2-carboxamide FC(C1=CC(=NC(=C1)C(F)(F)F)N1[C@@H](CCC1)C(=O)N(C)C1=CC=C(C=C1)F)(F)F